N-morpholinylcholesterol N1(CCOCC1)CC(C)CCC[C@@H](C)[C@H]1CC[C@H]2[C@@H]3CC=C4C[C@@H](O)CC[C@]4(C)[C@H]3CC[C@]12C